4-hydroxy-4'-methyl-5-nitro-[1,1'-biphenyl]-3-carbaldehyde OC1=C(C=C(C=C1[N+](=O)[O-])C1=CC=C(C=C1)C)C=O